Phenylpyrimidine C1=CC=C(C(=C1)CN2C=CC(=NC2=O)N)CCl